N[C@H](C(=O)N[C@H]1CN[C@]2(C1)C(OB(CCCC2)O)=O)C(C)C (S)-2-amino-N-((3R,5R)-8-hydroxy-6-oxo-7-oxa-1-aza-8-boraspiro[4.7]dodecan-3-yl)-3-methylbutanamide